C(CC)OB(CCCCC)CCCCC Propoxydipentylboron